tert-butyl 4-[7-(1-methyl-1H-pyrazol-4-yl)imidazo[1,2-b]pyridazin-3-yl]piperazine-1-carboxylate CN1N=CC(=C1)C1=CC=2N(N=C1)C(=CN2)N2CCN(CC2)C(=O)OC(C)(C)C